tert-Butyl (NE)-N-{(4S)-4-[3-(benzyloxycarbonylamino)-2-chlorophenyl]-1-[(1RS,3RS)-4,4-difluoro-3-methylcyclohexyl]-4-methyl-6-oxohexahydropyrimidin-2-ylidene}-carbamate C(C1=CC=CC=C1)OC(=O)NC=1C(=C(C=CC1)[C@]1(N/C(/N(C(C1)=O)[C@H]1C[C@H](C(CC1)(F)F)C)=N\C(OC(C)(C)C)=O)C)Cl |&1:24,26|